C(C1=CC=CC=C1)OC1(COCC2=C1OC(C1=C2C=C(S1)C=1C=NN(C1)COCC[Si](C)(C)C)=O)C(F)(F)F 4-(benzyloxy)-4-(trifluoromethyl)-8-(1-((2-(trimethylsilyl)ethoxy)methyl)-1H-pyrazol-4-yl)-3,4-dihydro-1H,6H-pyrano[4,3-b]Thieno[3,2-d]Pyran-6-one